racemic-(2,7-dimethyl-3-phenyl-2,4,5,7-tetrahydro-6H-pyrazolo[3,4-c]pyridin-6-yl)(quinolin-6-yl)methanone CN1N=C2[C@H](N(CCC2=C1C1=CC=CC=C1)C(=O)C=1C=C2C=CC=NC2=CC1)C |r|